C(C)(C)(C)C1CCC(CC1)NC(C1=CC(=CC(=C1)NC(=O)C1CCC(CC1)OCCC)NC(=O)C1CCC(CC1)OCCC)=O N-(4-tert-butylcyclohexyl)-3,5-bis-[4-propoxycyclohexylcarbonylamino]-benzamide